N1(N=CC2=C1CCOC2)C2=CC=C(C=C2)NC=2C(=NNC2)C(=O)N 4-((4-(6,7-dihydropyrano[4,3-c]pyrazol-1(4H)-yl)phenyl)amino)-1H-pyrazole-3-carboxamide